ClC=1C=CC(=C(C1)C1=CC(N(C=C1OC)C(C(=O)NC1=CC(=C(C(=O)N)C=C1)F)CCCC)=O)N1N=NC(=C1)C(F)F 4-({2-[4-{5-chloro-2-[4-(difluoromethyl)-1H-1,2,3-triazol-1-yl]phenyl}-5-methoxy-2-oxopyridin-1(2H)-yl]hexanoyl}amino)-2-fluorobenzamide